(1S,3R)-3-((2-(4-(2-(2-aminopyridin-3-yl)-5-phenyl-3H-imidazo[4,5-b]pyridin-3-yl)phenyl)propan-2-yl)amino)cyclopentane-1-carboxylic acid NC1=NC=CC=C1C1=NC=2C(=NC(=CC2)C2=CC=CC=C2)N1C1=CC=C(C=C1)C(C)(C)N[C@H]1C[C@H](CC1)C(=O)O